4-[N-(nonanoyl) amino hexanoyloxy]-benzenesulfonate sodium salt [Na+].C(CCCCCCCC)(=O)NCCCCCC(=O)OC1=CC=C(C=C1)S(=O)(=O)[O-]